N1(C=NC=2C1=C1C(=NC2)NC=C1)C12CC(C1)(C2)NS(=O)(=O)CCOC N-(3-(imidazo[4,5-d]pyrrolo[2,3-b]pyridin-1(6H)-yl)bicyclo[1.1.1]pentan-1-yl)-2-methoxyethane-1-sulfonamide